OC[C@H]1NCCCC1(O)C (2R)-2-(hydroxymethyl)-3-methyl-piperidin-3-ol